C(C)(C)(C)OC(=O)N1CC2=CC=C(C=C2CC1)C1=NC=C(C=N1)Cl 6-(5-Chloropyrimidin-2-yl)-3,4-dihydroisoquinoline-2(1H)-carboxylic acid tert-butyl ester